4-(difluoromethyl)-3-fluoro-N-((6-methoxy-1-methyl-1H-benzimidazol-7-yl)methyl)benzamide FC(C1=C(C=C(C(=O)NCC2=C(C=CC3=C2N(C=N3)C)OC)C=C1)F)F